2-[1-(4-bromophenyl)vinyl]pyridine BrC1=CC=C(C=C1)C(=C)C1=NC=CC=C1